OC1=CC=C(C=C1)C=1C(=C2C=CC(=CC2=CC1)O)CC1=CC=C(C=C1)OCCN1CCCCC1 6-(4-hydroxy-phenyl)-5-[4-(2-piperidine-1-yl-ethoxy)-benzyl]-naphthalen-2-ol